2-(3-ethylsulfonyl-5-trifluoromethylpyridin-2-yl)-6-(trifluoromethylsulfonyl)oxazolo[5,4-b]pyridine C(C)S(=O)(=O)C=1C(=NC=C(C1)C(F)(F)F)C=1OC2=NC=C(C=C2N1)S(=O)(=O)C(F)(F)F